2,3-dihydro-1,3-dioxo-1H-benzo[de]isoquinoline-6,7-dicarboxylic acid O=C1NC(C2=C3C(C(=CC=C13)C(=O)O)=C(C=C2)C(=O)O)=O